C(C)(C)(C)OC(=O)N1CC2=CC=C(C=C2C1)C=1C=CC2=C(SC=C2)C1 5-(benzo[b]thiophen-6-yl)isoindoline-2-carboxylic acid tert-butyl ester